1-(5-[(([4-methyl-2-(piperidin-1-yl)phenyl](5-methylfuran-2-yl)methyl)carbamoyl)methyl]pyrimidin-2-yl)piperidine-4-carboxylic acid CC1=CC(=C(C=C1)C(C=1OC(=CC1)C)NC(=O)CC=1C=NC(=NC1)N1CCC(CC1)C(=O)O)N1CCCCC1